tert-butyl (3-(4-(4-(3-amino-6-(2-hydroxyphenyl)pyridazin-4-yl)piperazin-1-yl)pyrimidin-2-yl)prop-2-yn-1-yl)(tert-butoxycarbonyl)carbamate NC=1N=NC(=CC1N1CCN(CC1)C1=NC(=NC=C1)C#CCN(C(OC(C)(C)C)=O)C(=O)OC(C)(C)C)C1=C(C=CC=C1)O